N-(4-Methyl-3-{4-[5-(4-methyl-isoxazol-5-yl)-pyridin-3-yl]-pyrimidin-2-ylamino}-phenyl)-4-(4-methyl-piperazin-1-yl)-2-trifluoromethyl-benzamide CC1=C(C=C(C=C1)NC(C1=C(C=C(C=C1)N1CCN(CC1)C)C(F)(F)F)=O)NC1=NC=CC(=N1)C=1C=NC=C(C1)C1=C(C=NO1)C